mono-Boc-cystamine C(=O)(OC(C)(C)C)NCCSSCCN